NC1=C(C(=O)NCCO)C=CC=C1 2-Amino-N-(2-hydroxyethyl)benzamide